1-[(2R,5S)-2-(methoxymethyl)-1,3-oxathiolan-5-yl]-1,2,3,4-tetrahydropyrimidine-2,4-dione COC[C@@H]1O[C@@H](CS1)N1C(NC(C=C1)=O)=O